N1CC2(CCC1)C(NC1=CC=CC=C12)=O spiro[indoline-3,3'-piperidine]-2-one